NC1=NC=CC2=C1NC(N2[C@H]2CN(C[C@H](C2)O)C(=O)OC(C)(C)C)=O tert-butyl (3R,5S)-3-(4-amino-2-oxo-3H-imidazo[4,5-c]pyridin-1-yl)-5-hydroxy-piperidine-1-carboxylate